3-[2,3-Dicarboxy-4-[6-[4-[(E)-3-oxo-3-phenylprop-1-enyl]phenoxy]hexoxy]phenyl]-6-[6-[4-[(E)-3-oxo-3-phenylprop-1-enyl]phenoxy]hexoxy]phthalic acid C(=O)(O)C1=C(C=CC(=C1C(=O)O)OCCCCCCOC1=CC=C(C=C1)\C=C\C(C1=CC=CC=C1)=O)C1=C(C(C(=O)O)=C(C=C1)OCCCCCCOC1=CC=C(C=C1)\C=C\C(C1=CC=CC=C1)=O)C(=O)O